CN1C(C(=C(C(=C1)C)[O-])NC(N[C@@H](CC(=O)[O-])C1=CC(=CC=C1)CC1=C(C=CC=C1)C)=O)=O.[Na+].[Na+] sodium (S)-3-(3-(1,5-dimethyl-4-oxido-2-oxo-1,2-dihydropyridin-3-yl)ureido)-3-(3-(2-methyl benzyl)phenyl)propanoate